1-isopropyl-N-(3-methyl-1,1-dioxidothietan-3-yl)-3-(2-methylbenzo[d]oxazol-4-yl)-1H-pyrazolo[4,3-b]pyridine-6-carboxamide C(C)(C)N1N=C(C2=NC=C(C=C21)C(=O)NC2(CS(C2)(=O)=O)C)C2=CC=CC1=C2N=C(O1)C